Cl.OC1=CC=2C3=CC=CC(=C3C(NC2C(=C1)C)=O)C 2-hydroxy-4,7-dimethyl-6(5H)-phenanthridinone hydrochloride